azabicyclo[3.2.1]-octane N12CCCC(CC1)C2